C(=O)(C=C)[Si](C)(C)Cl acryl-chlorodimethylsilane